2-(4-chloro-3-fluorophenyl)-3-(pyridin-4-yl)-4,5,6,7-tetrahydropyrazolo[1,5-a]pyrazine ClC1=C(C=C(C=C1)C1=NN2C(CNCC2)=C1C1=CC=NC=C1)F